ClC=1C=C(CC=2C=CC=NC2)C=CC1F 5-(3-chloro-4-fluorobenzyl)pyridine